C(C1=CC=CC=C1)C=1C=NC(=NC1)N1CCN(CC1)C1=CN=C2N1C=CC(=C2)C=2C=NN(C2)C 3-[4-(5-Benzylpyrimidin-2-yl)piperazin-1-yl]-7-(1-methyl-1H-pyrazol-4-yl)imidazo[1,2-a]pyridine